carbamic acid oxetan-3-yl ester O1CC(C1)OC(N)=O